(S)-2-chloro-N-(7-(8-ethyl-2-(pyrrolidin-3-ylamino)quinazolin-6-yl)pyrrolo[2,1-f][1,2,4]triazin-4-yl)benzenesulfonamide ClC1=C(C=CC=C1)S(=O)(=O)NC1=NC=NN2C1=CC=C2C=2C=C1C=NC(=NC1=C(C2)CC)N[C@@H]2CNCC2